O=C1NC2(C(N1)=O)C(CCC2)CC2=C(OC1=C2C=CC=C1)C(=O)N ((2,4-dioxo-1,3-diazaspiro[4.4]nonane-6-yl)methyl)benzofuran-2-carboxamide